ClC1=C(C(=CC=C1Cl)O)[C@H]1C[C@H]2CC(CC(N2C1)=O)(CO)O (2R,8aS)-2-(2,3-dichloro-6-hydroxyphenyl)-7-hydroxy-7-(hydroxymethyl)-hexahydroindolizin-5-one